FC=1C=CC2=C(C(OC3=NC4=C(C(N(CCO2)C)=O)C=NN4C=C3)C)C1 11-fluoro-5,13-dimethyl-6,7-dihydro-13H-1,15-ethenopyrazolo[4,3-f][1,10,4,8]benzodioxadiazacyclotridecin-4(5H)-one